CC1=CC=2C3=C(NC2C=C1)C(N(C=N3)CCCCC(=O)NCC3=CC(=CC=C3)C(F)(F)F)=O 5-(8-methyl-4-oxo-4,5-dihydro-3H-pyrimido[5,4-b]indol-3-yl)-N-(3-(trifluoromethyl)benzyl)pentanamide